5,5-dimethyl-pyrroline-N-oxide CC1(CC=C[NH+]1[O-])C